methyl 3-(3-(3-(6-cyclopropylpyrazolo[1,5-a]pyridine-3-carboxamido)-5-fluoro-4-methylphenyl)-1,2,4-oxadiazol-5-yl)azetidine-1-carboxylate C1(CC1)C=1C=CC=2N(C1)N=CC2C(=O)NC=2C=C(C=C(C2C)F)C2=NOC(=N2)C2CN(C2)C(=O)OC